6-chloro-1-(3-methoxyphenyl)-3-((2-(trimethylsilyl)ethoxy)methoxy)-1H-pyrazolo[4,3-c]pyridin-4-amine ClC1=CC2=C(C(=N1)N)C(=NN2C2=CC(=CC=C2)OC)OCOCC[Si](C)(C)C